C(C)(C)(C)C1=CC=C(C=C1)C#CC(C(=C)C)(O)C 5-(4-(tert-butyl)phenyl)-2,3-dimethylpent-1-en-4-yn-3-ol